1-(6-chloro-3-pyridyl)ethanol ClC1=CC=C(C=N1)C(C)O